4-cyano-2-methoxy-benzenesulfonyl chloride C(#N)C1=CC(=C(C=C1)S(=O)(=O)Cl)OC